CC1OCCC(C1)OCCO 2-(2-methyltetrahydropyran-4-yl)oxyethanol